N-hexacosanyl-hydroxylamine C(CCCCCCCCCCCCCCCCCCCCCCCCC)NO